2,3,3a,4,5,6,7,7a-octahydro-1H-isoindole C1NCC2CCCCC12